9-Cyclododecatriene C1CC/C=C/C=C/CC/C=C/C1